NCC(C1=CC(=CC=C1)Cl)NC(=O)C1=CN(C=C1)C1=CC(=NC=C1C)NC1=CC=C(C=C1)F N-(2-amino-1-(3-chloro-phenyl)ethyl)-1-(2-((4-fluoro-phenyl)amino)-5-methyl-pyridin-4-yl)-1H-pyrrole-3-carboxamide